di-(3-octyl)phenyl-phosphine CCC(CCCCC)P(C1=CC=CC=C1)C(CC)CCCCC